COC(=O)COC(C=C)=O.ClC1=CC=C(C=2C1=NON2)S(=O)(=O)N2CCC1(CC(CO1)NC[C@@H](COC=1C=C(C=CC1)S(=O)(=O)NCC)O)CC2 3-((2S)-3-(8-(7-chlorobenzo[c][1,2,5]oxadiazol-4-ylsulfonyl)-1-oxa-8-azaspiro[4.5]dec-3-ylamino)-2-hydroxypropoxy)-N-ethyl-benzenesulfonamide methoxycarbonylmethyl-acrylate